1-methyl-3-n-octylimidazolium bis(trifluoromethanesulfonyl)imide [N-](S(=O)(=O)C(F)(F)F)S(=O)(=O)C(F)(F)F.CN1C=[N+](C=C1)CCCCCCCC